FC(C1=C(C=CC=C1S(=O)(=O)C=1C=C(C)C=CC1)N1CCNCC1)F (2-(difluoromethyl)-3-(m-toluenesulfonyl)phenyl)piperazine